(2-(hydroxyimino)ethyl)(sec-butyl)phosphinic acid ON=CCP(O)(=O)C(C)CC